N[C@@H](CCC(=O)N[C@@H](CCCCN)C(=O)O)C(=O)O (γ-glutamyl)-lysine